[I-].I[NH2+]C=1NC2=CC=CC=C2C1 iodoindolylammonium iodide salt